BrCC(=O)NC1=C(C(=CC(=C1)F)F)OCC=C 2-Bromo-N-[3,5-difluoro-2-(allyloxy)phenyl]acetamide